NC1=C(C=C(C=N1)C=1C=NN(C1)C1CCN(CC1)CC1=CC=C(C=C1)C1C(NC(CC1)=O)=O)O[C@H](C)C1=C(C(=CC=C1Cl)F)Cl 3-(4-((4-(4-(6-amino-5-((R)-1-(2,6-dichloro-3-fluorophenyl)ethoxy)pyridin-3-yl)-1H-pyrazol-1-yl)piperidin-1-yl)methyl)phenyl)piperidine-2,6-dione